3,9-dimethoxy-5H-dibenzo[c,e]azepin-5,7(6H)-dione COC=1C=CC2=C(C(NC(C3=C2C=CC(=C3)OC)=O)=O)C1